CN1N=NC2=C1C=CC(=C2C)[C@@H](C(C(=O)O)(C)C)C2=CC(=C(C=C2)C)CN2C[C@H](OC1=C(C2)N=C(C=C1)O)C (S)-3-(1,4-dimethyl-1H-benzo[d][1,2,3]triazol-5-yl)-3-(3-(((R)-7-hydroxy-2-methyl-2,3-dihydropyrido[2,3-f][1,4]oxazepin-4(5H)-yl)methyl)-4-methylphenyl)-2,2-dimethylpropionic acid